C[C@H]1[C@H]([C@H]([C@@H]([C@@H](O1)O[C@@H]2[C@H](O[C@H]([C@@H]([C@H]2O[C@H]3[C@@H]([C@H]([C@H]([C@H](O3)CO)O)O)O[C@H]4[C@H]([C@@H]([C@@H]([C@@H](O4)C)O)O)O)NC(=O)C)O[C@H]5[C@H]([C@@H]([C@H](O[C@@H]5OC[C@@H]6[C@H]([C@@H]([C@@H]([C@@H](O6)O[C@@H]7[C@H](O[C@H]([C@@H]([C@H]7O)NC(=O)C)O[C@@H]8[C@H](O[C@H]([C@@H]([C@H]8O)NC(=O)C)O)CO)CO)O)O[C@@H]9[C@H]([C@H]([C@@H]([C@H](O9)CO)O)O)O[C@H]1[C@@H]([C@H]([C@@H]([C@H](O1)CO)O[C@H]1[C@H]([C@@H]([C@@H]([C@@H](O1)C)O)O)O)O[C@H]1[C@@H]([C@H]([C@H]([C@H](O1)CO)O)O)O[C@H]1[C@H]([C@@H]([C@@H]([C@@H](O1)C)O)O)O)NC(=O)C)O)CO)O)O)CO)O)O)O The molecule is a thirteen-membered glucosamine oligosaccharide that consists of the linear trisaccharide beta-D-Man-(1->4)-beta-D-GlcNAc-(1->4)-beta-D-GlcNAc to which two alpha-L-Fuc-(1->2)-beta-D-Gal-(1->3)-[alpha-L-Fuc-(1->4)]-beta-D-GlcNAc-(1->2)-alpha-D-Man units are attached at positions 3 and 6 of the mannosyl residue. It has a role as an epitope.